CNC(=O)C1=CSC=2C1=NC(=CC2C(F)(F)F)N2CCC1(CN(C1)C(=O)OC(C)C)CC2 isopropyl 7-(3-(methylcarbamoyl)-7-(trifluoromethyl) thieno[3,2-b]pyridin-5-yl)-2,7-diazaspiro[3.5]nonane-2-carboxylate